[I-].[NH4+].C(C)[Pb] ethyl-lead ammonium iodide